C(C)(=O)N1CC2N(CCCC2C1)CC1=C(C(=NC=C1)C=1C=C2CN(C(C2=CC1)=O)C1CNCCC1)F 3-(5-(4-((6-acetyloctahydro-1H-pyrrolo[3,4-b]pyridin-1-yl)methyl)-3-fluoropyridin-2-yl)-1-oxoisoindolin-2-yl)piperidine